1-butyl-2,3-dimethylimidazole terephthalate C(C1=CC=C(C(=O)O)C=C1)(=O)O.C(CCC)N1C(N(C=C1)C)C